methyl 6-chloro-4-(methyl(2,2,2-trifluoroethyl)amino)pyridazine-3-carboxylate ClC1=CC(=C(N=N1)C(=O)OC)N(CC(F)(F)F)C